1-((5,5-dimethyl-1,3-dioxan-2-yl)methyl)-1H-1,2,3-triazol-4-amine CC1(COC(OC1)CN1N=NC(=C1)N)C